C1(=CC=CC2=CC=CC=C12)C1=CC=C(NC2=CC=C(C=C2)C2=CC=CC3=CC=CC=C23)C=C1 4-(1-naphthyl)-N-[4-(1-naphthyl)phenyl]aniline